C(C)OC(=O)C1=C(C=C(C=2N=COC21)[Sn](CCCC)(CCCC)CCCC)C 6-methyl-4-(tributylstannyl)benzo[d]oxazole-7-carboxylic acid ethyl ester